BrC=1C=C2C(N(C(C2=CC1)=O)C)(C)C 5-bromo-2,3,3-trimethyl-isoindolin-1-one